N,N-dimethyl-4-(6-(N-(1-methylcyclopropyl)sulfamoyl)-3-(trifluoromethyl)imidazo[1,2-a]pyridin-8-yl)piperazine-1-carboxamide CN(C(=O)N1CCN(CC1)C=1C=2N(C=C(C1)S(NC1(CC1)C)(=O)=O)C(=CN2)C(F)(F)F)C